OC1(C(N(CC1)C)=O)C=1C=NN(C1)C1=NC(=CC=C1)C1=NC(=NC=C1)SC 3-hydroxy-1-methyl-3-(1-(6-(2-(methylsulfanyl)pyrimidin-4-yl)pyridin-2-yl)-1H-pyrazol-4-yl)pyrrolidin-2-one